3-(2-{5-[(1R,4R,7R)-7-amino-2-azabicyclo[2.2.1]heptane-2-carbonyl]-7-methoxy-1-methyl-1H-1,3-benzodiazol-2-yl}-1-(cyclopropylmethyl)-1H-indol-7-yl)cyclobutane-1-carboxamide N[C@H]1[C@@H]2N(C[C@H]1CC2)C(=O)C2=CC1=C(N(C(=N1)C=1N(C3=C(C=CC=C3C1)C1CC(C1)C(=O)N)CC1CC1)C)C(=C2)OC